ethyl 8-hydroxy-2-methylimidazo[1,2-a]pyridine-6-carboxylate OC=1C=2N(C=C(C1)C(=O)OCC)C=C(N2)C